C(C)(C)(C)C=1C=C2C(C(C3=CC(=CC=4C(C(C(C1)=C2C43)=O)=O)C(C)(C)C)=O)=O di-tert-butylpyrene-4,5,9,10-tetraone